C(C)(C)(C)OOC(C)(C)C di-(tert-butyl) peroxide